ClC1=CC=C(C(=N1)NC(OC)=O)NCC=1C=C(C=C2C(N(C=3N(C12)C=NC3C(N(C)C)=O)C)=O)C methyl (6-chloro-3-(((3-(dimethylcarbamoyl)-4,7-dimethyl-5-oxo-4,5-dihydroimidazo[1,5-a]quinazolin-9-yl)methyl)amino)pyridin-2-yl)carbamate